1-(6-((4-amino-5-(4-bromo-2-fluoro-3-methoxyphenyl)-7-isopropyl-7H-pyrrolo[2,3-d]pyrimidin-6-yl)ethynyl)-3-azabicyclo[3.1.0]hexan-3-yl)prop-2-en-1-one NC=1C2=C(N=CN1)N(C(=C2C2=C(C(=C(C=C2)Br)OC)F)C#CC2C1CN(CC21)C(C=C)=O)C(C)C